5-((4-((5-Allylpyrazin-2-yl)methyl)-6-fluoro-1H-indol-5-yl)oxy)-2-fluorobenzonitrile C(C=C)C=1N=CC(=NC1)CC1=C2C=CNC2=CC(=C1OC=1C=CC(=C(C#N)C1)F)F